(S)-1'-methyl-6-(5-methyl-3,4,5,6-tetrahydropyridin-2-yl)-3H-spiro[benzofuran-2,4'-piperidine] CN1CCC2(CC1)OC1=C(C2)C=CC(=C1)C1=NC[C@H](CC1)C